The molecule is an enamide resulting from the formal condensation of the carboxy group of (Z)-dodec-2-enoic acid with the amino group of cyclopropylamine. It is an enamide, a fatty amide and a secondary carboxamide. It derives from a cyclopropylamine. CCCCCCCCC/C=C\\C(=O)NC1CC1